Cl.Cl.C1(CCC1)C(C=1C=C2C(=NC1)C(CN2C(CN2[C@H](CN[C@@H](C2)C)CN2C(CCC2)=O)=O)(C)C)(F)F 1-{[(2R,5R)-1-{2-[6-(Cyclobutyldifluoromethyl)-3,3-dimethyl-1H,2H,3H-pyrrolo[3,2-b]pyridin-1-yl]-2-oxoethyl}-5-methylpiperazin-2-yl]methyl}pyrrolidin-2-one dihydrochloride